15,18-Dihydroxypentacosanoic acid OC(CCCCCCCCCCCCCC(=O)O)CCC(CCCCCCC)O